(R)-2-(3-((4-(2-hydroxy-4-(trifluoromethyl)phenyl)phthalazin-1-yl)amino)piperidin-1-yl)acetic acid OC1=C(C=CC(=C1)C(F)(F)F)C1=NN=C(C2=CC=CC=C12)N[C@H]1CN(CCC1)CC(=O)O